thiophenylthiazole S1C(=CC=C1)C=1SC=CN1